5-sulphoisophthalic acid, monosodium salt [Na+].S(=O)(=O)([O-])C=1C=C(C=C(C(=O)O)C1)C(=O)O